heneicosanamide C(CCCCCCCCCCCCCCCCCCCC)(=O)N